O=C1NC(CCC1N1C(C2=CC=CC(=C2C1=O)S(=O)CC(=O)O)=O)=O 2-((2-(2,6-dioxopiperidin-3-yl)-1,3-dioxoisoindolin-4-yl)sulfinyl)acetic acid